ClCC(CNC(C1=CC=CC=C1)=O)O N-(3-chloro-2-hydroxypropyl)benzamide